tert-butyl 15-[4-([[(2R,3S)-3-[(tert-butoxycarbonyl) amino]-5-carbamoylpentan-2-yl]oxy]methyl)phenyl]-3,6,9,12-tetraoxapentadecanoate C(C)(C)(C)OC(=O)N[C@H]([C@@H](C)OCC1=CC=C(C=C1)CCCOCCOCCOCCOCC(=O)OC(C)(C)C)CCC(N)=O